bicyclo[4.2.0]Octa-1(6),2,4-triene-3-amine C1=2C=C(C=CC2CC1)N